2-(3-Pyridyl)ethylammonium N1=CC(=CC=C1)CC[NH3+]